Butoxydiethylene glycol methacrylate C(C(=C)C)(=O)O.C(CCC)OC(COCCO)O